CN1N=CC(=C1)C=1C=C2C=C(N=CC2=CC1)NC(CCN1CCOCC1)=O N-(6-(1-methyl-1H-pyrazol-4-yl)isoquinolin-3-yl)-3-morpholinylpropanamide